BrC1=CC=C(C=C1)N1CCN(CC1)C1=NC=C(C=O)C=C1 6-(4-(4-bromophenyl)piperazin-1-yl)nicotinaldehyde